(5S)-5-[6-[2-hydroxy-6-methyl-4-(trifluoromethyl)phenyl]pyrazolo[3,4-b]pyridin-2-yl]piperidin-2-one OC1=C(C(=CC(=C1)C(F)(F)F)C)C=1C=CC=2C(N1)=NN(C2)[C@H]2CCC(NC2)=O